[2-(2-hydroxyethyl)]ethylene OCCC=C